(R)-tert-Butyl (2-(8-(benzyloxy)-2-oxo-1,2-dihydroquinolin-5-yl)-2-((tertbutyldimethylsilyl)oxy)ethyl)(4-hydroxyphenethyl)carbamate C(C1=CC=CC=C1)OC=1C=CC(=C2C=CC(NC12)=O)[C@H](CN(C(OC(C)(C)C)=O)CCC1=CC=C(C=C1)O)O[Si](C)(C)C(C)(C)C